ClC1=CC=C(C=C1)S(=O)(=O)\N=C(\N(CCS(N)(=O)=O)C)/N1N=C([C@@H](C1)C1=CC=CC=C1)C1=CC=C(C=C1)F (R,Z)-N'-((4-chlorophenyl)sulfonyl)-3-(4-fluorophenyl)-N-methyl-4-phenyl-N-(2-sulfamoylethyl)-4,5-dihydro-1H-pyrazole-1-carboximidamide